2-(3-{[(4-methane-sulfonylphenyl)amino]methyl}-1,2,4-oxadiazol-5-yl)-N-(1-methylpiperidin-4-yl)-1-(2,2,2-trifluoroethyl)-1H-indol-4-amine CS(=O)(=O)C1=CC=C(C=C1)NCC1=NOC(=N1)C=1N(C=2C=CC=C(C2C1)NC1CCN(CC1)C)CC(F)(F)F